1,7-dichloro-4-heptanone ClCCCC(CCCCl)=O